COC(=O)C1=CN(C2=CC=CC=C12)S(=O)(=O)C1=CC=C(C=C1)C 1-(4-methylbenzenesulfonyl)1H-indole-3-carboxylic acid methyl ester